FC(C1(CC1)C1=CC=C(C=C1)N1CCC1)(F)F [4-[1-(trifluoromethyl)cyclopropyl]phenyl]azetidine